ClC=1C(=NC(=NC1)NC1=C(C=C(C(=C1)C)C1CCN(CC1)C1CCN(CC1)C)OC1CC1)NC=1C(=NN(C1)C)S(=O)(=O)C(C)C 5-chloro-N2-(2-cyclopropoxy-5-methyl-4-(1-(1-methyl-piperidin-4-yl)piperidin-4-yl)phenyl)-N4-(3-(isopropyl-sulfonyl)-1-methyl-1H-pyrazol-4-yl)pyrimidin-2,4-diamine